lithium (1S,2S)-cyclopentane-1,2-dicarboxylate [C@H]1([C@H](CCC1)C(=O)[O-])C(=O)[O-].[Li+].[Li+]